COC(\C=C\CC[C@@H](C(=O)NC=1C(N(C=CC1)CC(=O)NC1C2CC3CC(CC1C3)C2)=O)NC(=O)[C@@H]2CNCC2)=O (S,E)-Methyl-7-(1-(2-(2-adamantylamino)-2-oxoethyl)-2-oxo-1,2-dihydropyridin-3-ylamino)-7-oxo-6-((S)-pyrrolidin-3-carboxamido)hept-2-enoat